6-fluoro-5-((1-((5-fluoro-2-methyl-3-oxo-3,4-dihydroquinoxalin-6-yl)methyl)azetidin-3-yl)methoxy)-N-methylpicolinamide FC1=C(C=CC(=N1)C(=O)NC)OCC1CN(C1)CC=1C(=C2NC(C(=NC2=CC1)C)=O)F